N-{(5S)-8-Chloro-1-[trans-4-(pyridin-2-yloxy)cyclohexyl]-5,6-dihydro-4H-[1,2,4]triazolo[4,3-a][1]benzazepin-5-yl}-2,2-dimethylbutanamid ClC=1C=CC2=C(C[C@@H](CC=3N2C(=NN3)[C@@H]3CC[C@H](CC3)OC3=NC=CC=C3)NC(C(CC)(C)C)=O)C1